Triisopropyl-(trifluoromethylsulfonyloxy)silane C(C)(C)[Si](OS(=O)(=O)C(F)(F)F)(C(C)C)C(C)C